FC(S(=O)(=O)OC=1C=2C(N(C(C1)=O)C)=C(N(N2)C2OCCCC2)C)(F)F 3,4-dimethyl-5-oxo-2-(tetrahydro-2H-pyran-2-yl)-4,5-dihydro-2H-pyrazolo[4,3-b]pyridin-7-yl trifluoromethanesulfonate